(4-(difluoromethyl)-2-((S)-1-hydroxyethyl)oxazol-5-yl)((S)-4-(4-fluoropyrazolo[1,5-a]pyridin-2-yl)-6,7-dihydro-1H-imidazo[4,5-c]pyridin-5(4H)-yl)methanone FC(C=1N=C(OC1C(=O)N1[C@@H](C2=C(CC1)NC=N2)C2=NN1C(C(=CC=C1)F)=C2)[C@H](C)O)F